Tert-butyl 7-(((tert-butyldiphenylsilyl) oxy) methyl)-4-azaspiro[2.5]octane-4-carboxylate [Si](C1=CC=CC=C1)(C1=CC=CC=C1)(C(C)(C)C)OCC1CCN(C2(CC2)C1)C(=O)OC(C)(C)C